COC1=C2C(NC(=NC2=CC(=C1)OC)C1=CC(=C(OCCOC(=O)OC2=C(OC(=C2)C)S(=O)(=O)N)C(=C1)C)C)=O ((2-(4-(5,7-dimethoxy-4-oxo-3,4-dihydroquinazolin-2-yl)-2,6-dimethylphenoxy)ethoxy)carbonyloxy)-5-methylfuran-2-sulfonamide